NC1=C2C(=NC=N1)N(N=C2C2=C(C(=C(C=C2)OC)F)F)C(C)C2=NC1=CC=CC(=C1C(N2N2CC(NCC2)C(F)(F)F)=O)Cl 2-(1-(4-amino-3-(2,3-difluoro-4-methoxyphenyl)-1H-pyrazolo[3,4-d]pyrimidin-1-yl)ethyl)-5-chloro-3-(3-(trifluoromethyl)piperazin-1-yl)quinazolin-4(3H)-one